4-((4-Ethylphenyl)amino)-3,3-dimethyl-3,4-dihydroquinolin-2(1H)-one C(C)C1=CC=C(C=C1)NC1C(C(NC2=CC=CC=C12)=O)(C)C